5-(2,6-difluoro-4-(methoxycarbonyl)phenyl)-3,6-dihydropyridine FC1=C(C(=CC(=C1)C(=O)OC)F)C1=CCC=NC1